OC1CCN(CC1)C=1C=CC(=NC1)NC=1C2=C(C(=NC1)C=1C=3N(C=NC1)C=CN3)CNC2=O 7-((5-(4-hydroxy-piperidin-1-yl)pyridin-2-yl)amino)-4-(imidazo[1,2-c]pyrimidin-8-yl)-2,3-dihydro-1H-pyrrolo[3,4-c]pyridin-1-one